(E)-1-((R)-2-(Hydroxymethyl)morpholino)-4-((1-(((5-((Z)-4,4,4-trifluoro-1-(3-fluoro-1H-indazol-5-yl)-2-phenylbut-1-en-1-yl)pyridin-2-yl)oxy)methyl)cyclopropyl)amino)but-2-en-1-one OC[C@@H]1OCCN(C1)C(\C=C\CNC1(CC1)COC1=NC=C(C=C1)\C(=C(\CC(F)(F)F)/C1=CC=CC=C1)\C=1C=C2C(=NNC2=CC1)F)=O